5-(5-chloropyridin-2-yl)thiazol tert-butyl-(3S,5R)-3-((tert-butyldimethylsilyl)oxy)-5-((7-trityl-7H-pyrrolo[2,3-d]pyrimidin-4-yl)amino)piperidine-1-carboxylate C(C)(C)(C)C1N(C[C@@H](C[C@@H]1O[Si](C)(C)C(C)(C)C)NC=1C2=C(N=CN1)N(C=C2)C(C2=CC=CC=C2)(C2=CC=CC=C2)C2=CC=CC=C2)C(=O)O.ClC=2C=CC(=NC2)C2=CN=CS2